C1(CC1)S(=O)(=O)NC=1SC=C(N1)C(CCOC)NC(OC(C)(C)C)=O tert-Butyl (1-(2-(cyclopropanesulfonamido)thiazol-4-yl)-3-methoxypropyl)carbamate